OC1=C(C(=O)C2=CC=C(C=C2)CC)C=CC(=C1)OC 2-hydroxy-4-methoxy-4'-ethylbenzophenone